methyl-3-(1-methylimidazol-4-yl)-4-[[(1R)-tetrahydronaphthalen-1-yl]amino]benzenesulfonamide CC1=C(C=CC(=C1C=1N=CN(C1)C)N[C@@H]1CCCC2=CC=CC=C12)S(=O)(=O)N